4-(1-methylindol-3-yl)pyrimidine CN1C=C(C2=CC=CC=C12)C1=NC=NC=C1